(S)-3-(4-((cyclopropylmethyl)sulfonyl)phenyl)-3-(5,7-dichloro-6-(4,4-difluoropiperidin-1-yl)-1H-benzo[d]imidazol-2-yl)propanamide C1(CC1)CS(=O)(=O)C1=CC=C(C=C1)[C@H](CC(=O)N)C1=NC2=C(N1)C(=C(C(=C2)Cl)N2CCC(CC2)(F)F)Cl